1-(2-(difluoromethoxy)-5-fluoropyridin-4-yl)-6-fluoro-3-isopropyl-N-(4-methyl-1,1-dioxidotetrahydro-2H-thiopyran-4-yl)-2-oxo-2,3-dihydro-1H-benzo[d]imidazole-5-carboxamide FC(OC1=NC=C(C(=C1)N1C(N(C2=C1C=C(C(=C2)C(=O)NC2(CCS(CC2)(=O)=O)C)F)C(C)C)=O)F)F